ClC=1C(NC(=NC1)C(=O)OC)=O Methyl 5-chloro-4-oxo-3H-pyrimidine-2-carboxylate